C(C)OC([C@H](CC1=CC=C(C=C1)OC)NS(=O)(=O)C1=CC=C(C=C1)OC(F)(F)F)=O.C(C)N(CC=CC=O)CC 4-(diethylamino)but-2-en-1-one ethyl-(S)-3-(4-methoxyphenyl)-2-((4-(trifluoromethoxy)phenyl)sulfonamido)propanoate